6-ethyl-5-(ethyl(methyl)amino)-3-((2-(2-(2-(N-methylacrylamido)acetamido)ethyl)pyridin-4-yl)amino)pyrazine-2-carboxamide C(C)C1=C(N=C(C(=N1)C(=O)N)NC1=CC(=NC=C1)CCNC(CN(C(C=C)=O)C)=O)N(C)CC